tert-butyl 4-(((2R)-4-(2,2-difluoroethyl)-2-(4-(methoxycarbonyl)-3-((oxetan-3-ylmethyl)amino)phenyl)piperazin-1-yl)methyl)-5-methoxy-7-methylindole-1-carboxylate FC(CN1C[C@H](N(CC1)CC1=C2C=CN(C2=C(C=C1OC)C)C(=O)OC(C)(C)C)C1=CC(=C(C=C1)C(=O)OC)NCC1COC1)F